(R)-8-chloro-5-(1-(2-(3-(6-fluoro-[1,2,4]triazolo[4,3-a]pyridin-7-yl)propyl)-2-azaspiro[3.3]heptan-6-yl)ethyl)-2-methylphthalazin-1(2H)-one ClC=1C=CC(=C2C=NN(C(C12)=O)C)[C@H](C)C1CC2(CN(C2)CCCC2=CC=3N(C=C2F)C=NN3)C1